[6-(3-cyclopropyl-1,2,4-triazol-1-yl)-2-azaspiro[3.3]heptan-2-yl]-[2-[(2-methoxy-3-pyridinyl)sulfonyl]-2,6-diazaspiro[3.3]heptan-6-yl]methanone C1(CC1)C1=NN(C=N1)C1CC2(CN(C2)C(=O)N2CC3(CN(C3)S(=O)(=O)C=3C(=NC=CC3)OC)C2)C1